N1C=C(C2=CC=CC=C12)CCC1N(CCC2=CC(=C(C=C12)OC)OC)S(=O)(=O)C 1-(2-(1H-indol-3-yl)ethyl)-6,7-dimethoxy-2-(meth-ylsulfonyl)-1,2,3,4-tetrahydroisoquinoline